4-(cis-3-(but-2-ynamido)cyclohexyl)-3-chloro-5-fluoro-2-methyl-1H-indole-7-carboxamide C(C#CC)(=O)N[C@H]1C[C@H](CCC1)C1=C2C(=C(NC2=C(C=C1F)C(=O)N)C)Cl